t-butyl(4-(2,4,9-trimethyl-5-oxo-5,6,7,8-tetrahydro-[1,3]dioxolo[4,5-g]isoquinolin-2-yl)bicyclo[2.2.2]octan-1-yl)carbamate C(C)(C)(C)OC(NC12CCC(CC1)(CC2)C2(OC=1C(=C(C=3CCNC(C3C1C)=O)C)O2)C)=O